C(CCCCCCCCCCCCCCCCC(=O)OC1=C(C(=C(C(=C1F)F)F)F)F)(=O)OC(C)(C)C (tert-butyl) 18-(pentafluorophenyl) octadecanedioate